deoxyuridine-5'-triphosphate tetrasodium salt [Na+].[Na+].[Na+].[Na+].P([O-])(=O)(OP(=O)([O-])OP(=O)([O-])[O-])OC[C@@H]1[C@H](C[C@@H](O1)N1C(=O)NC(=O)C=C1)O